C1=C(C=CC2=CC=CC=C12)C(O)=[Se] 2-naphthaleneselenic acid